Cl.NC1=CN(C=2N=CN(C(C21)=O)C(C(F)(F)F)C)C 5-Amino-7-methyl-3-(1,1,1-trifluoropropan-2-yl)-3,7-dihydro-4H-pyrrolo[2,3-d]pyrimidin-4-one hydrochloride